1-(2-methoxy-5-(4-(piperidin-4-yloxy)piperidine-1-carbonyl)phenyl)dihydropyrimidine undecyl-6-((8-((4,4-bis(octyloxy)butanoyl)oxy)octyl)(2-hydroxyethyl)amino)hexanoate C(CCCCCCCCCC)OC(CCCCCN(CCO)CCCCCCCCOC(CCC(OCCCCCCCC)OCCCCCCCC)=O)=O.COC1=C(C=C(C=C1)C(=O)N1CCC(CC1)OC1CCNCC1)N1CNCC=C1